COC(C(CCC1=CC=C(C=C1)OCCC)OS(=O)(=O)C)=O 2-[(methylsulfonyl)oxy]-4-(4-propoxyphenyl)butanoic acid methyl ester